CC1(CC(=NO1)C1[C@H]2CN(C[C@@H]12)C(=O)C=1N=CN(C1)[C@@H](C)C1=C(C#N)C=CC=C1)C 2-[(1S)-1-(4-{[(1R,5S,6S)-6-(5,5-dimethyl-4,5-dihydro-1,2-oxazol-3-yl)-3-azabicyclo[3.1.0]hex-3-yl]carbonyl}-1H-imidazol-1-yl)ethyl]benzonitrile